5-(4-((1R,2S)-6-Hydroxy-2-phenyl-1,2,3,4-tetrahydronaphthalen-1-yl)phenoxy)-N-methoxy-N-methylpentanamide OC=1C=C2CC[C@@H]([C@@H](C2=CC1)C1=CC=C(OCCCCC(=O)N(C)OC)C=C1)C1=CC=CC=C1